5-Phenylpent-4-en C1(=CC=CC=C1)C=CCCC